C(CCC(=O)O)(=O)O.C(CCCCCCC\C=C/CCCCCCCC)(=O)OCC(O)CO Glyceryl Monooleate Succinate